C(CC)NC(C)=CC(C)=NC(C)(C)C N-propyl-4-(tert-butylimino)-2-penten-2-amine